4-(aminomethyl)-3-methylbenzenesulfonamide NCC1=C(C=C(C=C1)S(=O)(=O)N)C